tert-butyl (1R,2S,3S,5S)-2-fluoro-3-(methyl(6-(thieno[2,3-c]pyridin-2-yl)-1,2,4-triazin-3-yl)amino)-8-azabicyclo[3.2.1]octane-8-carboxylate F[C@@H]1[C@H]2CC[C@@H](C[C@@H]1N(C=1N=NC(=CN1)C1=CC=3C(=CN=CC3)S1)C)N2C(=O)OC(C)(C)C